(2S,5S)-5-[(S)-2-(4-Methoxy-benzoylamino)-3-methyl-butyrylamino]-4-oxo-1,2,4,5,6,7-hexahydro-azepino[3,2,1-hi]indole-2-carboxylic acid (1H-[1,2,3]triazol-4-ylmethyl)-amide N1N=NC(=C1)CNC(=O)[C@H]1N2C3=C(C=CC=C3C1)CC[C@@H](C2=O)NC([C@H](C(C)C)NC(C2=CC=C(C=C2)OC)=O)=O